6-(4-((4-(((2R,3R,4R,5S)-3,4-dihydroxy-5-((6-(trifluoromethyl)pyrazin-2-yl)amino)tetrahydro-2H-pyran-2-yl)methyl)piperazin-1-yl)methyl)piperidin-1-yl)pyridazine-3-carboxamide O[C@H]1[C@H](OC[C@@H]([C@H]1O)NC1=NC(=CN=C1)C(F)(F)F)CN1CCN(CC1)CC1CCN(CC1)C1=CC=C(N=N1)C(=O)N